2-chloro-N-(4-chloro-3-(pyridin-2-yl)phenyl)-6-(morpholine-4-carbonyl)nicotinamide ClC1=C(C(=O)NC2=CC(=C(C=C2)Cl)C2=NC=CC=C2)C=CC(=N1)C(=O)N1CCOCC1